tert-butyl (S)-(1-(4-(6-bromoquinazolin-4-yl)-2-fluorophenyl)pyrrolidin-3-yl)(methyl)carbamate BrC=1C=C2C(=NC=NC2=CC1)C1=CC(=C(C=C1)N1C[C@H](CC1)N(C(OC(C)(C)C)=O)C)F